N-(4-(cis-bicyclo[3.1.0]hex-3-yloxy)-3-chloro-5-fluorophenyl)-5-ethyl-2-(3-ethyl-3-(hydroxymethyl)azetidin-1-yl)oxazole-4-carboxamide C12CC(CC2C1)OC1=C(C=C(C=C1F)NC(=O)C=1N=C(OC1CC)N1CC(C1)(CO)CC)Cl